2,6-diphenyl-5,6,7,8-tetrahydroquinoline C1(=CC=CC=C1)C1=NC=2CCC(CC2C=C1)C1=CC=CC=C1